ClC=1C(=C(C=CC1)NC(CSC=1OC(=NN1)C1=NNC(C1)(C(F)(F)F)C1=CC(=CC(=C1)Cl)Cl)=O)C N-(3-chloro-2-methylphenyl)-2-((5-(5-(3,5-dichlorophenyl)-5-(trifluoromethyl)-4,5-dihydro-1H-pyrazol-3-yl)-1,3,4-oxadiazol-2-yl)thio)acetamide